COC=1C(=NN2C(C1)=NN=C2C2=NOC(=C2)C)O[C@@H](C)C2=CC=C1C(=N2)CCN(C1)C1COC1 2-((1S)-1-((7-methoxy-3-(5-methylisoxazol-3-yl)[1,2,4]triazolo[3,4-f][1,2]diazin-6-yl)oxy)ethyl)-6-(oxetan-3-yl)-5,6,7,8-tetrahydropyrido[4,3-b]pyridine